Sodium β-isostearylaminopropionate C(CCCCCCCCCCCCCCC(C)C)NCCC(=O)[O-].[Na+]